1,6-dichloro-1,6-dideoxy-β-D-fructofuranosyl 4-chloro-4-deoxy-α-D-galactopyranoside Cl[C@@H]1[C@@H]([C@H]([C@@H](O[C@@]2(CCl)[C@@H](O)[C@H](O)[C@H](O2)CCl)O[C@@H]1CO)O)O